BrCC1=CC2=C(C=N1)SC(=N2)Cl 6-(bromomethyl)-2-chlorothiazolo[5,4-c]pyridine